C(C)C(CN(CC(CCCC)CC)C(=O)CCl)CCCC N,N-bis(2-ethylhexyl)aminocarbonylmethyl chloride